4-chloro-3-((2,6-difluorophenyl)ethynyl)quinoline ClC1=C(C=NC2=CC=CC=C12)C#CC1=C(C=CC=C1F)F